Ethyl 2-(5-methoxy-1,1-dioxido-4-oxothiochroman-3-yl)-2-oxoacetate COC1=C2C(C(CS(C2=CC=C1)(=O)=O)C(C(=O)OCC)=O)=O